tert-butyl 4-[(6-{6-[(5-methylpyridin-3-yl)amino]-3-oxo-2-(prop-2-en-1-yl)-1H,2H,3H-pyrazolo[3,4-d]pyrimidin-1-yl}pyridin-2-yl)oxy]piperidine-1-carboxylate CC=1C=C(C=NC1)NC1=NC=C2C(=N1)N(N(C2=O)CC=C)C2=CC=CC(=N2)OC2CCN(CC2)C(=O)OC(C)(C)C